OC(CCC[Si](OC)(OC)OC)COC(=O)C1=CC=C(C=C1)O 4-hydroxy-5-(4-hydroxyphenylcarbonyloxy)pentyltrimethoxysilane